C(C)C=1C(NC=2C=C(C=NC2C1)CN1C(=NN(CC1)C=1C=CC(=NC1)C(=O)NC)C)=O 5-(4-((7-ethyl-6-oxo-5,6-dihydro-1,5-naphthyridin-3-yl)methyl)-3-methyl-5,6-dihydro-1,2,4-triazin-1(4H)-yl)-N-methylpyridineamide